CS(=O)(=O)C=1C=C(C(=O)N2C3CC3CC2C(=O)N)C=CC1 2-(3-(methylsulfonyl)benzoyl)-2-azabicyclo[3.1.0]hexane-3-carboxamide